FC1=CC(=C(CN2C[C@@H](N(C[C@H]2C)C=2C=3C(N(C(C2)=O)C)=CN(N3)CC#N)C)C=C1)C(F)(F)F 2-(7-((2S,5R)-4-(4-fluoro-2-(trifluoromethyl)benzyl)-2,5-dimethylpiperazin-1-yl)-4-methyl-5-oxo-4,5-dihydro-2H-pyrazolo[4,3-b]pyridin-2-yl)acetonitrile